C1=CC=CC=2C3=CC=CC=C3C(C12)COC(=O)N[C@@]1(CN(CCC1)C([C@@H](CC(=O)OC(C)(C)C)CC=1C=NC=CC1)=O)CC1=CC=C(C=C1)Cl tert-Butyl (R)-4-((R)-3-((((9H-fluoren-9-yl)methoxy)carbonyl)amino)-3-(4-chlorobenzyl)piperidin-1-yl)-4-oxo-3-(pyridin-3-ylmethyl)butanoate